C(=C)N1C(COCC1=O)=O N-vinyl-3,5-Morpholinedione